4-HYDROXYQUINOLINE-3-BORONIC ACID OC1=C(C=NC2=CC=CC=C12)B(O)O